(cycloheptyl)acetic acid C1(CCCCCC1)CC(=O)O